NC=1C(NC2=C3C=CC=NC3=C(C=C2C1C1=C2C=NNC2=C(C=C1)F)NS(=O)(=O)C1CC1)=O N-[3-amino-4-(7-fluoro-1H-indazol-4-yl)-2-oxo-1H-1,7-phenanthroline-6-yl]cyclopropanesulfonamide